C(C)(C)OC1CC(C1)C(=O)NC1=CC(=C(C=C1)OC=1C=NC(=NC1)N1CCC(CC1)OC)C 3-isopropoxy-N-(4-((2-(4-methoxypiperidin-1-yl)pyrimidin-5-yl)oxy)-3-methylphenyl)cyclobutane-1-carboxamide